BrC1=CC=C(C(=C1C(C)=O)F)C(F)(F)F 1-[6-bromo-2-fluoro-3-(trifluoromethyl)phenyl]ethanone